CC1=CC=C(O1)C(=O)NC1=C(C=CC(=C1)C(F)(F)F)N1CCN(CC1)CC=1OC(=CC1)C 5-methyl-N-(2-(4-((5-methylfuran-2-yl)methyl)piperazin-1-yl)-5-(trifluoromethyl)phenyl)furan-2-carboxamide